5,6-diphenylpyrimidine-4-carboxylic acid ethyl ester C(C)OC(=O)C1=NC=NC(=C1C1=CC=CC=C1)C1=CC=CC=C1